C[Si](O[Si](C)(C)CCC(C(C(C(C(C(F)(F)F)(F)F)(F)F)(F)F)(F)F)(F)F)O[Si](C)(C)CCC(C(C(C(C(C(F)(F)F)(F)F)(F)F)(F)F)(F)F)(F)F bis((tridecafluoro-1,1,2,2-tetrahydrooctyl)dimethylsiloxy)methylsilane